O=C1N(CCC(N1)=O)C1=C2C=CN(C2=CC(=C1)C(F)(F)F)C1CCN(CC1)C(=O)OCC1=CC=CC=C1 benzyl 4-(4-(2,4-dioxotetrahydropyrimidin-1(2H)-yl)-6-(trifluoromethyl)-1H-indol-1-yl)piperidine-1-carboxylate